di(4-methylpiperazine-1-yl) ketone CN1CCN(CC1)C(=O)N1CCN(CC1)C